(R)-1-(4-(2-(4-((S)-2-acetoxy-3-(ethylsulfonyl)propoxy)phenyl)propan-2-yl)-2,6-dichlorophenoxy)-3-chloropropan-2-yl acetate C(C)(=O)O[C@H](COC1=C(C=C(C=C1Cl)C(C)(C)C1=CC=C(C=C1)OC[C@@H](CS(=O)(=O)CC)OC(C)=O)Cl)CCl